1,8-bis-dimethylamino-naphthalene CN(C1=CC=CC2=CC=CC(=C12)N(C)C)C